FC=1C(=C(C=CC1F)[C@H]1[C@H](O[C@]([C@H]1C)(C)C(F)F)C(=O)NC1=CC(=NC=C1)C(=O)N)OC (2S,3S,4S,5S)-4-[[3-(3,4-difluoro-2-methoxy-phenyl)-5-(difluoromethyl)-4,5-dimethyl-tetrahydrofuran-2-carbonyl]amino]pyridine-2-carboxamide